α,β-diaminopropionoic acid NC(C(=O)O)CN